7-[(1r,5s,6r)-6-(diethylcarbamoyl)-3-azabicyclo[3.1.0]hex-3-yl]-3-oxa-9-azabicyclo[3.3.1]nonane-9-carboxylic acid ethyl ester C(C)OC(=O)N1C2COCC1CC(C2)N2C[C@H]1C([C@H]1C2)C(N(CC)CC)=O